P(=O)(O)(O)C=1NC2=CC=CC=C2C1 C2-phosphonoindole